C(CCC)[N+]1(CCCC1)C butyl-methyl-pyrrolidinium